C(C)(C)(C)OC(=O)N mono-tert-butoxycarbonylamine